(S)-6-methyl-8-(trifluoromethyl)-2,3,4,4a-tetrahydro-1H-pyrazino[1,2-a]quinoxaline CN1C[C@H]2N(C3=CC=C(C=C13)C(F)(F)F)CCNC2